4-chloro-1-(4-(difluoromethoxy)phenyl)-7-(trifluoromethyl)quinolin-2(1H)-one ClC1=CC(N(C2=CC(=CC=C12)C(F)(F)F)C1=CC=C(C=C1)OC(F)F)=O